C[C@@H]1O[C@@H](CN(C1)C1=CC=C(C(=N1)C1=NC2=CC(=NC=C2C=C1)CNC(C1=CC(=C(C=C1)C)S(=O)(=O)C)=O)F)C N-((2-(6-((cis)-2,6-dimethylmorpholino)-3-fluoropyridin-2-yl)-1,6-naphthyridin-7-yl)methyl)-4-methyl-3-(methylsulfonyl)benzamide